C(=C)C1OCCC1 2-vinyltetrahydrofuran